C(C1=CC=CC=C1)N1CCN(CC1)CC1OCC(C2=C1SC=C2)C2=CC=CC=C2 1-benzyl-4-((4-phenyl-4,7-dihydro-5H-thieno[2,3-c]pyran-7-yl)methyl)piperazine